(8-endo)-3-(2-methoxy-4-pyridyl)-3-azabicyclo[3.2.1]Octane-8-amine COC1=NC=CC(=C1)N1CC2CCC(C1)C2N